OCCCOCCCC1=CC2=C(N(C(N2C)=O)C2C(NC(CC2)=O)=O)C=C1 3-[5-[3-(3-hydroxypropoxy)propyl]-3-methyl-2-oxo-2,3-dihydro-1H-1,3-benzodiazol-1-yl]piperidine-2,6-dione